6-(4-(tert-butyl)phenyl)-3,4-dihydro-2,7-naphthyridin-1(2H)-one C(C)(C)(C)C1=CC=C(C=C1)C=1C=C2CCNC(C2=CN1)=O